Tert-butyl 4-[1-[1-(trityl)imidazol-4-yl]ethyl]-2,3-dihydroindole-1-carboxylate C(C1=CC=CC=C1)(C1=CC=CC=C1)(C1=CC=CC=C1)N1C=NC(=C1)C(C)C1=C2CCN(C2=CC=C1)C(=O)OC(C)(C)C